COC(=O)C=1C2CCC(C1C(=O)OC)O2 7-oxabicyclo[2.2.1]hept-2-ene-2,3-dicarboxylic acid dimethyl ester